(S)-2-((4-(6-((4-cyanobenzo[b]thiophen-7-yl)methoxy)pyridin-2-yl)piperidin-1-yl)methyl)-1-(oxetane-2-ylmethyl)-1H-benzo[d]imidazole-6-carboxylic acid C(#N)C1=CC=C(C=2SC=CC21)COC2=CC=CC(=N2)C2CCN(CC2)CC2=NC1=C(N2C[C@H]2OCC2)C=C(C=C1)C(=O)O